C(CCC)\C(=C/C(=O)OCCCCCN(CCCCCOC(C=C(CCCCCCC)CCCC)=O)CCCO)\CCCCCCC ((3-hydroxypropyl)azanediyl)bis(pentane-5,1-diyl) (2E,2'E)-bis(3-butyldec-2-enoate)